3-amino-6-(4-(2-(3,5-difluorophenyl)-2-hydroxyacetamido)-2-ethylphenyl)pyrazine-2-carboxylic acid NC=1C(=NC(=CN1)C1=C(C=C(C=C1)NC(C(O)C1=CC(=CC(=C1)F)F)=O)CC)C(=O)O